C(C1=CC=CC=C1)OC1=NC(=CC=C1C1=C(C=C(C(=C1)F)B1OC(C(O1)(C)C)(C)C)F)OCC1=CC=CC=C1 2,6-dibenzyloxy-3-[2,5-difluoro-4-(4,4,5,5-tetramethyl-1,3,2-dioxaborolan-2-yl)phenyl]pyridine